(R)-N-(5-(difluoromethyl)-2-(trans-3-(methylcarbamoyl)cyclobutoxy)phenyl)-3-(3-fluoro-4-methylphenyl)-3-(1,2,4-thiadiazol-5-yl)pyrrolidine-1-carboxamide FC(C=1C=CC(=C(C1)NC(=O)N1C[C@](CC1)(C1=NC=NS1)C1=CC(=C(C=C1)C)F)O[C@@H]1C[C@H](C1)C(NC)=O)F